OC1=C(C=C(C=C1)C1=CC(=NC2=CC=CC=C12)C)C 4-(4-Hydroxy-3-methylphenyl)-2-methyl-quinoline